9-(2,2-difluoroethoxy)-4-hydroxy-5-isopropyl-8-(3-methoxypropoxy)-2-oxo-1,2,5,6-tetrahydro-1,10-phenanthroline-3-carboxylic acid FC(COC1=C(C=C2CC(C=3C(=C(C(NC3C2=N1)=O)C(=O)O)O)C(C)C)OCCCOC)F